(S)-2-(2-chloro-6-fluorobenzamido)-3-(4-(7'-fluoro-2'-oxospiro[cyclopropane-1,3'-indoline]-1'-yl)phenyl)propanoic acid ClC1=C(C(=O)N[C@H](C(=O)O)CC2=CC=C(C=C2)N2C(C3(C4=CC=CC(=C24)F)CC3)=O)C(=CC=C1)F